[N-](S(=O)(=O)C(F)(F)F)S(=O)(=O)C(F)(F)F.C(C=C)(=O)OC(C)C1=NC=CN1CCCC 1-acryloyloxyethyl-3-butylimidazole bistrifluoromethanesulfonimide salt